BrC=1C(=CC(=C(C=O)C1)O)OC 5-bromo-2-hydroxy-4-methoxybenzaldehyde